C1(=CC=C(C=C1)N1C2=CC=CC=C2C=2C=C(C=CC12)C=1C=CC=2N(C3=CC=CC=C3C2C1)C1=CC=C(C=C1)C1=CC=CC=C1)C1=CC=CC=C1 bis(biphenyl-4-yl)-3,3'-bi-9H-carbazole